N1N=NC=C1CCCC(=O)N1CC(C1)C=1C=NC(=CC1)N1C[C@@H](CC1)C(F)(F)F |r| rac-4-(1H-Triazol-5-yl)-1-[3-[6-[3-(trifluoro-methyl)pyrrolidin-1-yl]-3-pyridyl]azetidin-1-yl]butan-1-one